ClC=1C2=C(N=CN1)N(C=C2)[C@H]2[C@](O)([C@H](O)[C@H](O2)CO)C#C 4-Chloro-7-(2-C-ethynyl-β-D-ribofuranosyl)-7H-pyrrolo[2,3-d]pyrimidine